C1(CC1)C1=NN(C=C1C1=NC=C(C=2C1=NN(C2)C)F)[C@@H]2C[C@H](C2)CNC=2C=C1C(N(C(C1=CC2)=O)C2C(NC(CC2)=O)=O)=O 5-(((trans-3-(3-cyclopropyl-4-(4-fluoro-2-methyl-2H-pyrazolo[3,4-c]pyridin-7-yl)-1H-pyrazol-1-yl)cyclobutyl)methyl)amino)-2-(2,6-dioxopiperidin-3-yl)isoindoline-1,3-dione